C(C)OC(=O)C=1SC(=C(C1)Cl)COC(C)=O 5-(Acetoxymethyl)-4-chloro-thiophene-2-carboxylic acid ethyl ester